ClC=1C=CC2=C(C(=NO2)C)C1C(C(=O)O)(F)F 2-(5-chloro-3-methyl-1,2-benzoxazol-4-yl)-2,2-difluoro-acetic acid